C(=O)O.FC=1C=C(CC=2C=C3C(=NNC3=CC2)NC(C2=CC=C(C=C2)CCN2CCC(CC2)C2=CC3=C(N(C(N3C)=O)C3C(NC(CC3)=O)=O)C=C2)=O)C=C(C1)F N-(5-(3,5-difluorobenzyl)-1H-indazol-3-yl)-4-(2-(4-(1-(2,6-dioxopiperidin-3-yl)-3-methyl-2-oxo-2,3-dihydro-1H-benzo[d]imidazol-5-yl)piperidin-1-yl)ethyl)benzamide formate